N,N-dimethyl-2-(3-oxotetrahydro-1H,3H-pyrrolo[1,2-c]oxazol-1-ylidene)acetamide CN(C(C=C1C2N(C(O1)=O)CCC2)=O)C